O1CCC2=C1C=CC(=C2)C2=NN1C(N(C(=C(C1=O)N1CCNCC1)CC)CC(=O)NC1=C(C=C(C=C1)SC(F)(F)F)F)=N2 2-(2-(2,3-dihydrobenzofuran-5-yl)-5-ethyl-7-oxo-6-(piperazin-1-yl)-[1,2,4]triazolo[1,5-a]pyrimidin-4(7H)-yl)-N-(2-fluoro-4-((trifluoromethyl)thio)phenyl)acetamide